tert-butyl 4-(((3R,4R)-3-(4-(methoxycarbonyl)phenyl)-1-(2,2,2-trifluoroethyl)piperidin-4-yl)methyl)-5,7-dimethyl-1H-indole-1-carboxylate COC(=O)C1=CC=C(C=C1)[C@@H]1CN(CC[C@H]1CC1=C2C=CN(C2=C(C=C1C)C)C(=O)OC(C)(C)C)CC(F)(F)F